BrC=1C=C(C=CC1)C[C@]1(C[C@H](CC1)N(S(=O)(=O)C)CC1=CC=C(C=C1)OC)C(=O)OC methyl (1R,3S)-1-[(3-bromophenyl)methyl]-3-{N-[(4-methoxyphenyl)methyl]methanesulfonamido}cyclopentane-1-carboxylate